N-[(1S)-1-(4-bromophenyl)-2,2,2-trifluoroethyl]-4-(1,3-dioxo-2,3-dihydro-1H-isoindol-2-yl)cyclohexane-1-carboxamide BrC1=CC=C(C=C1)[C@@H](C(F)(F)F)NC(=O)C1CCC(CC1)N1C(C2=CC=CC=C2C1=O)=O